FC=1C(=NC(=NC1)N1C(CN(CC1)C(=O)OC(C)(C)C)C(C)C)C1=CC=C(C=C1)COC tert-butyl 4-(5-fluoro-4-(4-(methoxymethyl) phenyl) pyrimidin-2-yl)-3-isopropylpiperazine-1-carboxylate